N-((5-chloro-6-((1-(phenylsulfonyl)-1H-indol-2-yl)methoxy)-1H-indol-2-yl)methyl)-1-methylcyclopropane-1-carboxamide ClC=1C=C2C=C(NC2=CC1OCC=1N(C2=CC=CC=C2C1)S(=O)(=O)C1=CC=CC=C1)CNC(=O)C1(CC1)C